NC1=C2C(=NC=N1)N(N=C2C2=CC=C(C=C2)NC(=O)NC2=C(C=CC(=C2)C(F)(F)F)F)C(C)C 1-(4-(4-amino-1-isopropyl-1H-pyrazolo[3,4-d]pyrimidin-3-yl)phenyl)-3-(2-fluoro-5-(trifluoromethyl)phenyl)urea